BrC1=CC=C(C=C1)C(C(=O)C1=CC=CC=C1)CC(=O)C1=CC=CC=C1 2-(4-bromophenyl)-1,4-diphenyl-butane-1,4-dione